COC1(C(C=C(C=C1)OC)OC)N=C=S 1,2,4-trimethoxyphenyl isothiocyanate